methyl (2S)-2-[[(2S)-2-[[(2S)-2-amino-3-(1-naphthyl)propanoyl]amino]-3-cyclopropyl-propanoyl]amino]-3-[(3R)-5,5-dimethyl-2-oxo-pyrrolidin-3-yl]propanoate N[C@H](C(=O)N[C@H](C(=O)N[C@H](C(=O)OC)C[C@H]1C(NC(C1)(C)C)=O)CC1CC1)CC1=CC=CC2=CC=CC=C12